(3-azabicyclo[2.2.1]heptane-2-yl)-1,2,4-oxadiazole C12C(NC(CC1)C2)C2=NOC=N2